4-(6-sulfamoylamino-2-azaspiro[3.3]heptane-2-yl)-7-methoxyquinazoline S(N)(=O)(=O)NC1CC2(CN(C2)C2=NC=NC3=CC(=CC=C23)OC)C1